C1=CC=CC2=NC(=C3C=CC=CC3=C12)C1=CC=CC(=N1)C1=CC(=CC2=CC=CC=C12)C1=NC2=C3N=C(C=CC3=CC=C2C=C1)C1=CC=CC=C1 2-(4-(6-(phenanthridin-6-yl)pyridin-2-yl)naphthalen-2-yl)-9-phenyl-1,10-phenanthroline